FC=1C=NC(=NC1)C=1C=C(C=CC1C)NC(=O)C1N(C(CCC1)C)C1=NC=CC=C1 N-(3-(5-fluoropyrimidin-2-yl)-4-methylphenyl)-6-methyl-1-(pyridin-2-yl)piperidine-2-carboxamide